COC=1C=C(C=CC1)C=1C(=C(C=CC1)C1=NOC(=N1)C=1N=CC(=NC1)OC1=CC=C2C=C(N(C2=C1)C)C(=O)N1CCN(CC1)CC1=CC=C(C=C1)OCC(F)(F)F)F (6-((5-(3-(3-methoxyphenylfluorophenyl)-1,2,4-oxadiazol-5-yl)pyrazin-2-yl)oxy)-1-methyl-1H-indol-2-yl)(4-(4-(2,2,2-trifluoroethoxy)benzyl)piperazin-1-yl)methanone